Methyl (R)-4-phenyl-2-(pyrrolidin-1-yl)butanoate C1(=CC=CC=C1)CC[C@H](C(=O)OC)N1CCCC1